2-chlorospiro[fluorene-9,11'-indolo[1,2-a]benzimidazole] ClC1=CC2=C(C=C1)C1=CC=CC=C1C21C2=CC=CC=C2N2C1=NC1=C2C=CC=C1